1,2-dibromo-4-trifluoromethylbenzene BrC1=C(C=C(C=C1)C(F)(F)F)Br